C(C)(C)N(C(C)C)C(C)C tri(iso-propyl)amine